COC(=O)[C@H]1N(C[C@H](C1)C1=C(C(=CC=C1OC)Cl)Cl)C(=O)OC(C)(C)C (2S,4R)-4-(2,3-dichloro-6-methoxyphenyl)pyrrolidine-1,2-dicarboxylic acid 1-tert-butyl ester 2-methyl ester